CN1C=C(C2=CC=CC=C12)CC(=O)N1CCC(CC1)CCCCNC(=O)C=1C=CC=2N(C1)C=CN2 N-(4-{1-[2-(1-methyl-1H-indol-3-yl)acetyl]piperidin-4-yl}butyl)imidazo[1,2-a]pyridine-6-carboxamide